8-(1-((3,5-difluorophenyl)amino)ethyl)-2-morpholino-6-(4,4,5,5-tetramethyl-1,3,2-dioxaborolan-2-yl)-4H-chromen-4-one FC=1C=C(C=C(C1)F)NC(C)C=1C=C(C=C2C(C=C(OC12)N1CCOCC1)=O)B1OC(C(O1)(C)C)(C)C